2-bromo-1-[(3S)-3-[[5-chloro-4-(3-phenylphenyl)pyrimidin-2-yl]amino]-1-piperidyl]ethanone BrCC(=O)N1C[C@H](CCC1)NC1=NC=C(C(=N1)C1=CC(=CC=C1)C1=CC=CC=C1)Cl